N-((5-(tert-Butyl)-2-(trifluoromethyl)benzofuran-3-yl)(phenyl)methylene)acetamide C(C)(C)(C)C=1C=CC2=C(C(=C(O2)C(F)(F)F)C(=NC(C)=O)C2=CC=CC=C2)C1